(4aR,8aS)-6-[6-[[3-(trifluoromethyl)-[1,2,4]triazolo[4,3-a]pyridin-7-yl]methyl]-2-azaspiro[3.3]heptane-2-carbonyl]-4,4a,5,7,8,8a-hexahydropyrido[4,3-b][1,4]oxazin-3-one FC(C1=NN=C2N1C=CC(=C2)CC2CC1(CN(C1)C(=O)N1C[C@@H]3[C@@H](OCC(N3)=O)CC1)C2)(F)F